ClC1=NC=CC(=N1)NCC1=CC=C(C=C1)C=1N(C=C(N1)C(F)(F)F)C(C)C 2-Chloro-4-((4-(1-isopropyl-4-(trifluoromethyl)-1H-imidazol-2-yl)benzyl)amino)pyrimidine